C(#N)C=1C=CC(=C(OC2CN(C2)C(CNC(=O)C=2N=NN(C2)C=2C=NC=CC2)=O)C1)C 1-Pyridin-3-yl-1H-[1,2,3]triazole-4-carboxylic acid {2-[3-(5-cyano-2-methyl-phenoxy)-azetidin-1-yl]-2-oxo-ethyl}-amide